C(#N)C=1C(=NC(=NC1)NC1=C(C=C(C=C1)N1CCN(CC1)CC)NC(C=C)=O)NC1=C(C=C(C=C1)C1CC1)OC(C)C N-(2-((5-cyano-4-((4-cyclopropyl-2-isopropoxyphenyl)amino)pyrimidin-2-yl)amino)-5-(4-ethylpiperazin-1-yl)phenyl)acrylamide